4-[5-(2-aminoethyl)pyrimidin-2-yl]-3-[6-(7-azabicyclo[2.2.1]heptan-7-yl)pyridin-3-yl]oxybenzonitrile NCCC=1C=NC(=NC1)C1=C(C=C(C#N)C=C1)OC=1C=NC(=CC1)N1C2CCC1CC2